(1S,3aR,6aS)-2-(7-Chloro-4-(difluoromethyl)-1H-indole-2-carbonyl)-N-((S)-1-cyano-2-((S)-2-oxopiperidin-3-yl)ethyl)-5,5-difluorooctahydrocyclopenta[c]pyrrole-1-carboxamide ClC=1C=CC(=C2C=C(NC12)C(=O)N1[C@@H]([C@@H]2[C@H](C1)CC(C2)(F)F)C(=O)N[C@@H](C[C@H]2C(NCCC2)=O)C#N)C(F)F